FC1=CC=C(OCCCC(=O)NCC(=O)N2CC3(OCCO3)C[C@H]2C(=O)O)C=C1 (S)-7-((4-(4-fluorophenoxy)butanoyl)glycyl)-1,4-dioxa-7-azaspiro[4.4]nonane-8-carboxylic acid